C=C1CC2(CCCCN2C1)CO (2-methylenehexahydroindolizin-8a(1H)-yl)methanol